N-[3-(2-benzothiazolyl)phenyl]-2-(methylthio)acetamide S1C(=NC2=C1C=CC=C2)C=2C=C(C=CC2)NC(CSC)=O